CN1CCC(CC1)NC(=O)C1=NC(=NC=C1)C1=CC2=C(C=CC=C2C=C1)NC(C(=C)C)=O N-(1-methyl-4-piperidyl)-2-[8-(2-methylprop-2-enoylamino)-2-naphthyl]pyrimidine-4-carboxamide